OC=1C=C(C=CC1O)C=CC(=O)O 3,4-dihydroxy-benzeneacrylic acid